3-(4-methylpiperazin-1-yl)-6,7-dichloro-2-hydroxyquinoxaline CN1CCN(CC1)C=1C(=NC2=CC(=C(C=C2N1)Cl)Cl)O